FC(C=1C(=C(C=CC1)[C@@H](C)NC=1C2=C(N=CN1)N(C(C(=C2)C2CCSCC2)=O)C)F)F (R)-4-((1-(3-(difluoromethyl)-2-fluorophenyl)ethyl)amino)-8-methyl-6-(tetrahydro-2H-thiopyran-4-yl)pyrido[2,3-d]pyrimidin-7(8H)-one